(3'r)-5',5'-difluoro-4-methyl-2-oxo[1,3'-bipiperidine]-1'-carboxylic acid 5-chloropyridin-2-yl ester ClC=1C=CC(=NC1)OC(=O)N1C[C@@H](CC(C1)(F)F)N1C(CC(CC1)C)=O